C(#N)C=1C=C(C=NC1N1N=CC=N1)NC(=O)NC=1C=NC2=CC=C(N=C2C1C(C)OC)OC N-(5-cyano-6-(2H-1,2,3-triazol-2-yl)pyridin-3-yl)-N'-(6-methoxy-4-(1-methoxyethyl)-1,5-naphthyridin-3-yl)urea